tert-butyl (1-(6-aminopyrimidin-4-yl)pyrrolidin-3-yl)carbamate NC1=CC(=NC=N1)N1CC(CC1)NC(OC(C)(C)C)=O